methyl trans-4-(dimethylamino)cyclohexanecarboxylate CN([C@@H]1CC[C@H](CC1)C(=O)OC)C